N-(2-(((1r,3r,5r,7r)-adamantan-2-yl)methoxy)ethyl)-5-(4-chlorophenyl)-1-(2,4-dichlorophenyl)-4-methyl-1H-pyrazole-3-carboxamide C12C(C3CC(CC(C1)C3)C2)COCCNC(=O)C2=NN(C(=C2C)C2=CC=C(C=C2)Cl)C2=C(C=C(C=C2)Cl)Cl